3-(pyridazin-4-yl)propanoic acid N1=NC=C(C=C1)CCC(=O)O